ClC=1C=C(C=NC1OC)CN1C2CN(CC1C2)C2=CC=C(C=N2)C=2C=1N(C=C(C2)OCCN2CCOCC2)N=CC1C#N 4-(6-(6-((5-Chloro-6-methoxypyridin-3-yl)methyl)-3,6-diazabicyclo[3.1.1]hept-3-yl)pyridin-3-yl)-6-(2-morpholinylethoxy)pyrazolo[1,5-a]pyridine-3-carbonitrile